OC1=C(C=C(C=C1)N1C(C2=CC=C(C=C2CC1)C1=CC(=CC(=C1)C(F)(F)F)C1=NC=CC=N1)=O)NS(=O)(=O)C N-(2-hydroxy-5-(1-oxo-6-(3-(pyrimidin-2-yl)-5-(trifluoromethyl)phenyl)-3,4-dihydroisoquinolin-2(1H)-yl)phenyl)methanesulfonamide